NCCNCCNCCC[Si](OCC)(OCC)OCC 3-[2-(2-aminoethylamino)ethylamino]propyltriethoxysilane